OC=1C=C(C=CC1CN1CCOCC1)/C=C/C(=O)C1=CC=CC=C1 (E)-3-[3-Hydroxy-4-(morpholin-4-ylmethyl)phenyl]-1-phenylprop-2-en-1-one